8-(5-Chloro-2-fluorophenyl)-9-(4-((1-(3-fluoropropyl)azetidin-3-yl)methyl)phenyl)-6,7-dihydro-5H-benzo[7]annulen ClC=1C=CC(=C(C1)C=1CCCC2=C(C1C1=CC=C(C=C1)CC1CN(C1)CCCF)C=CC=C2)F